4-(((1-acryloylpiperidin-4-yl)methyl)amino)-6-aminopyrimidin C(C=C)(=O)N1CCC(CC1)CNC1=NC=NC(=C1)N